2-((6-(2-methoxy-ethoxy)benzo[d]oxazol-2-yl)amino)-N-(2-meth-oxyethyl)-1-methyl-1H-benzo[d]imidazole-5-carboxamide COCCOC1=CC2=C(N=C(O2)NC2=NC3=C(N2C)C=CC(=C3)C(=O)NCCOC)C=C1